1-(1-(2-(pyrrolidin-1-yl)-4-(trifluoromethyl)benzyl)-1,8-diazaspiro[4.5]decane-8-carbonyl)-1H-pyrazole-3-carboxylic acid N1(CCCC1)C1=C(CN2CCCC23CCN(CC3)C(=O)N3N=C(C=C3)C(=O)O)C=CC(=C1)C(F)(F)F